C(=C)O Vinyl Alcohol